Cl.CN(C)CC1=CC=C(CNC(=O)[C@H]2[C@@H](CC[C@H](C2)C)C(C)C)C=C1 (1R,2S,5R)-N-(4-((dimethylamino)methyl)benzyl)-2-isopropyl-5-methylcyclohexanecarboxamide hydrochloride